rac-cis-3-methyl-4-(3-(trifluoromethoxy)phenyl)piperidine C[C@@H]1CNCC[C@@H]1C1=CC(=CC=C1)OC(F)(F)F |r|